ClC1=CC(=NC=C1)C(N(C)C)=O 4-Chloro-2-dimethylcarbamoylpyridine